C(C1=CC=CC=C1)SC1=CC=C2C3=C(NC2=C1)N=CC=C3 7-benzylthio-9H-pyrido[2,3-b]indole